N1=CC(=CC=C1)C1=CN=C(S1)C1=C(C=CC=C1N)N (5-(pyridin-3-yl)thiazol-2-yl)benzene-1,3-diamine